ClC(C(=O)OCC)/C(/C)=N/NC(=O)OC ethyl (3E)-2-chloro-3-(methoxycarbonylhydrazono)butanoate